1,3-bis(p-carboxyphenyl)-1,1,3,3-tetramethyldisiloxane C(=O)(O)C1=CC=C(C=C1)[Si](O[Si](C)(C)C1=CC=C(C=C1)C(=O)O)(C)C